6-methyldodecanedioic acid (2R,3S,5R)-5-(4-amino-2-chloro-7H-pyrrolo[2,3-d]pyrimidin-7-yl)-2-ethynyl-2-(hydroxymethyl)tetrahydrofuran-3-yl-2-phenylacetate NC=1C2=C(N=C(N1)Cl)N(C=C2)[C@H]2C[C@H](C(O2)(CO)C#C)[C@@H](C(=O)O)C2=CC=CC=C2.CC(CCCCC(=O)O)CCCCCC(=O)O